COC(=O)C=1N=NN(C1)C1=CC(=NC=C1C)Cl 1-(2-chloro-5-methylpyridin-4-yl)-1H-1,2,3-triazole-4-carboxylic acid methyl ester